2,4,6-tris(dimethylamino-methyl)phenol CN(C)CC1=C(C(=CC(=C1)CN(C)C)CN(C)C)O